benzyl-3,4-dihydro-2H-spiro[isoquinoline-1,4'-piperidine] C(C1=CC=CC=C1)N1CCC2(CC1)NCCC1=CC=CC=C12